CS(=O)CC1=C2CCN(C2=CC=C1)C(=O)OC(C)(C)C tert-butyl 4-((methylsulfinyl)methyl)indoline-1-carboxylate